N=1N=C(N2C1CCCCC2)CNC2=CC1=C(OCO1)C=C2 N-((6,7,8,9-tetrahydro-5H-[1,2,4]triazolo[4,3-a]azepin-3-yl)methyl)benzo[d][1,3]dioxol-5-amine